CC1=CC(=NC=C1)NC=1SC=C(N1)C1=NC(=CC=C1)C N-(4-methylpyridin-2-yl)-4-(6-methylpyridin-2-yl)thiazol-2-amine